5-(6-(4-((5-fluoro-6-methoxypyridin-3-yl)oxy)piperidin-1-yl)pyridin-3-yl)-7-(2-hydroxy-2-methylpropoxy)imidazo[1,2-a]pyridine-3-carbonitrile FC=1C=C(C=NC1OC)OC1CCN(CC1)C1=CC=C(C=N1)C1=CC(=CC=2N1C(=CN2)C#N)OCC(C)(C)O